N-(4-(4-((3-fluoropropyl)sulfonamido)cyclohex-1-en-1-yl)-1H-pyrrolo[2,3-b]pyridin-6-yl)cyclopropylcarboxamide FCCCS(=O)(=O)NC1CC=C(CC1)C1=C2C(=NC(=C1)NC(=O)C1CC1)NC=C2